OCCS(=O)(=O)CC(CCCC(C([2H])([2H])[2H])(C(=O)NNC)C=1C=C(C=CC1)CC(C(=O)OCC)C)(C)C ethyl 3-(3-(7-((2-hydroxyethyl)sulfonyl)-6,6-dimethyl-2-(2-methylhydrazine-1-carbonyl)heptan-2-yl-1,1,1-d3)phenyl)-2-methylpropanoate